2'-methoxy-4'-(trifluoromethyl)-[1,1'-biphenyl]-4-carbaldehyde COC1=C(C=CC(=C1)C(F)(F)F)C1=CC=C(C=C1)C=O